(1,2,3)-triazole N1N=NC=C1